2-(3-(5-(9,9-Dimethyl-9H-fluoren-4-yl)-3,6-diphenylpyrazin-2-yl)phenyl)-4,6-diphenylpyrimidine CC1(C2=CC=CC=C2C=2C(=CC=CC12)C=1N=C(C(=NC1C1=CC=CC=C1)C=1C=C(C=CC1)C1=NC(=CC(=N1)C1=CC=CC=C1)C1=CC=CC=C1)C1=CC=CC=C1)C